5-(benzyloxy)-N-(4,4-difluoropyrrolidin-3-yl)-2-methylbenzofuran-3-carboxamide C(C1=CC=CC=C1)OC=1C=CC2=C(C(=C(O2)C)C(=O)NC2CNCC2(F)F)C1